C(C)(C)(C)OC(=O)N1[C@H]2C[C@@H]([C@@H]([C@@H]1C=O)C2)OC(F)(F)F.COC2=NC=C(C(=N2)OC)C=2N=CN(C2)C 2,4-dimethoxy-5-(1-methyl-1H-imidazol-4-yl)pyrimidine tert-butyl-(1R,3R,4R,5S)-3-formyl-5-(trifluoromethoxy)-2-azabicyclo[2.2.1]heptane-2-carboxylate